ClC1=C(C(=O)NC2=C(C=C(C=C2)NCC(=O)OC)C)C=C(C=C1)NC(=O)[C@@H]1C([C@H]1C1=CC(=CC(=C1)Cl)Cl)(Cl)Cl trans-methyl (4-(2-chloro-5-(2,2-dichloro-3-(3,5-dichlorophenyl)cyclopropane-1-carboxamido)benzamido)-3-methylphenyl)glycinate